4-acetamido-styrene C(C)(=O)NC1=CC=C(C=C)C=C1